C(CCCCC)(=O)[O-] n-hexaneAt